CC1(CCC1)N1C(C(N(C=C1)CC1=CC(=NO1)C1=CC=CC=C1)=O)=O 1-(1-methylcyclobutyl)-4-((3-phenylisoxazol-5-yl)methyl)-1,4-dihydropyrazine-2,3-dione